C(C)(=O)N[C@@H]1[C@H](C=C(O[C@H]1[C@H](OC)[C@@H]1O[C@@](OC1)(O)CCCCCCC)C(=O)O)NC(=NC(=O)OC(C)(C)C)NC(=O)OC(C)(C)C |&1:15| (4S,5R,6R)-5-acetamido-4-[2,3-bis(tert-butoxycarbonyl)-guanidino]-6-{(S)-[(2RS,4R)-2-heptyl-2-hydroxy-1,3-dioxolan-4-yl](methoxy)methyl}-5,6-dihydro-4H-pyran-2-carboxylic acid